C(C)(C)(C)OC(=O)N1C[C@H](CC1)NC1=C2C=CC=NC2=C(C=C1)OCC (S)-3-((8-ethoxyquinolin-5-yl)amino)pyrrolidine-1-carboxylic acid tert-butyl ester